N-(3-((3,3-difluorocyclopentyl)sulfonyl)phenyl)-2-fluoronicotinamide FC1(CC(CC1)S(=O)(=O)C=1C=C(C=CC1)NC(C1=C(N=CC=C1)F)=O)F